FC1=C(C=C(C(=C1O)O)OC)C1=NC2=C(N1C1COC1)C=CC(=C2)N2C(CCC2)=O 1-(2-(2-fluoro-3,4-dihydroxy-5-methoxyphenyl)-1-(oxetan-3-yl)-1H-benzo[d]imidazol-5-yl)pyrrolidin-2-one